N=1N(N=CC1)C1=CC=C(N=N1)CC=1OC=C(N1)C(=O)O 2-((6-(2H-1,2,3-triazol-2-yl)pyridazin-3-yl)methyl)oxazole-4-carboxylic acid